C(C)(C)(C)OC(NCC1CCN(CC1)C1=NN=C(C2=CC=CC=C12)Cl)=O ((1-(4-chlorophthalazin-1-yl)piperidin-4-yl)methyl)carbamic acid tert-butyl ester